OC1=CC=C2C(C(COC2=C1)C1=CC=CC=C1)C1=CC=C(C=C1)N1CCC(CC1)N1CCN(CC1)CC1=CC=C(C=C1)C1C(NC(CC1)=O)=O 3-(4-((4-(1-(4-(7-hydroxy-3-phenylchroman-4-yl)phenyl)piperidin-4-yl)piperazin-1-yl)methyl)phenyl)piperidine-2,6-dione